O=C1NC(CCC1N1C(N(C2=C1C=CC=C2N2C1CN(CC2CC1)C(=O)OC(C)(C)C)C)=O)=O 3-Tert-butyl 8-(1-(2,6-dioxopiperidin-3-yl)-3-methyl-2-oxo-2,3-dihydro-1H-benzo[d]imidazol-4-yl)-3,8-diazabicyclo[3.2.1]octane-3-carboxylate